BrC1=CC(=C(C(=O)N[C@H](C(=O)O)CNC(CNC(C2=CC(=CC=C2)NC(=N)N)=O)=O)C(=C1)Cl)Cl (S)-2-(4-bromo-2,6-dichlorobenzamido)-3-(2-(3-guanidinobenzamido)acetamido)propanoic acid